C(C1CO1)OC(CCC)[Si](OCC)(OCC)OCC α-glycidoxybutyl-triethoxysilane